CC=1C=C2C=NN(C2=CC1C1C[C@@H]2[C@@H](CN(C2)C2COCC2)C1)C=1C=NN(C1)C 5-methyl-1-(1-methyl-1H-pyrazol-4-yl)-6-((3aR,5s,6aS)-2-(tetrahydrofuran-3-yl)octahydrocyclopenta[c]pyrrol-5-yl)-1H-indazole